N-(4-(5-(difluoromethyl)-1,3,4-oxadiazol-2-yl)-2-fluorobenzyl)-1-imino-N-(3-(pyridin-3-yl)phenyl)thiomorpholine-4-carboxamide 1-oxide FC(C1=NN=C(O1)C1=CC(=C(CN(C(=O)N2CCS(CC2)(=N)=O)C2=CC(=CC=C2)C=2C=NC=CC2)C=C1)F)F